tert-butyl (4-(allyloxy)butyl)carbamate C(C=C)OCCCCNC(OC(C)(C)C)=O